C(C)(C)(C)OC(=O)N1CCC(CC1)OS(=O)(=O)C.NC=1N=C(C=C2C=C(N=CC12)NC(=O)[C@H]1[C@@H](C1)C=1C=NN(C1)C)C1=C(C=CC=C1F)Cl (1R,2R)-N-(8-amino-6-(2-chloro-6-fluorophenyl)-2,7-naphthyridin-3-yl)-2-(1-methyl-1H-Pyrazol-4-yl)cyclopropanecarboxamide tert-butyl-4-((methylsulfonyl)oxy)piperidine-1-carboxylate